NC=1C=CC(=C(C1)C1=CC=C(S1)C(C)NC1=NC(=NC2=CC(=C(C=C12)OC)OC)C)C N-{1-[5-(5-amino-2-methylphenyl)thiophen-2-yl]ethyl}-6,7-dimethoxy-2-methylquinazolin-4-amine